FC1=CC2=C(C(N(CC3=C2C=C(C=C3)C=3C=NC(=CC3)F)C)=O)N=C1 2-Fluoro-10-(6-fluoro-pyridin-3-yl)-6-methyl-6,7-dihydro-4,6-diaza-dibenzo[a,c]cyclohepten-5-one